methacryloxymethyl-tris(dimethylvinylsiloxy)silane C(C(=C)C)(=O)OC[Si](O[SiH2]C=C(C)C)(O[SiH2]C=C(C)C)O[SiH2]C=C(C)C